N1=CC(=CC=C1)CC1(NC(=NC(=N1)NCC1CCOCC1)N)N 4-(pyridin-3-ylmethyl)-N6-((tetrahydro-2H-pyran-4-yl)methyl)-1,3,5-triazine-2,4,6-triamine